7-(4-(3-fluoro-4-(4-methyl-3,4-dihydro-2H-benzo[b][1,4]oxazin-7-yl)phenyl)-1-(piperidin-4-ylmethyl)-1H-pyrrolo[2,3-c]pyridin-5-yl)-4-methyl-3,4-dihydro-2H-benzo[b][1,4]oxazine FC=1C=C(C=CC1C=1C=CC2=C(OCCN2C)C1)C1=C2C(=CN=C1C=1C=CC3=C(OCCN3C)C1)N(C=C2)CC2CCNCC2